CC1=CC(=NC=N1)N1C[C@H]2CC[C@@H](C1)C2NC(OC(C)(C)C)=O tert-butyl ((1R,5S,8S)-3-(6-methylpyrimidin-4-yl)-3-azabicyclo[3.2.1]octan-8-yl)carbamate